C#CC=C 3-butene-1-yne